CC1=CC(=NC=C1C)NCC1=CC(=C(C(=C1)O)N1CC(NS1(=O)=O)=O)F 5-(4-(((4,5-dimethylpyridin-2-yl)amino)methyl)-2-fluoro-6-hydroxyphenyl)-1,2,5-thiadiazolidin-3-one 1,1-dioxide